2-(6-fluoro-4-methoxy-1H-indazol-3-yl)-N,N-dimethylethan-1-amine FC1=CC(=C2C(=NNC2=C1)CCN(C)C)OC